6-(4-(difluoromethoxy)phenyl)-2-((1-phenyl-1H-pyrazol-3-yl)methyl)pyridazin-3(2H)-one FC(OC1=CC=C(C=C1)C=1C=CC(N(N1)CC1=NN(C=C1)C1=CC=CC=C1)=O)F